2-(4-methoxybenzofuran-6-yl)propionic acid COC1=CC(=CC2=C1C=CO2)C(C(=O)O)C